BrC1=CC2=C(N(C=N2)C2=NC=CC3=CC=CC=C23)C=C1 (5-bromo-1H-benzo[d]imidazol-1-yl)isoquinoline